(S)-1-ethynyl-4-((1-methyl-1H-pyrazol-4-yl)methyl)-N-(1-methylcyclopropyl)-5-oxo-1,2,4,5-tetrahydroimidazo[1,2-a]quinazoline-7-sulfonamide C(#C)[C@H]1CN=C2N1C1=CC=C(C=C1C(N2CC=2C=NN(C2)C)=O)S(=O)(=O)NC2(CC2)C